[O+]=1OOC(=CC1)[SiH3] trioxiniosilan